ClC=1C=C(OCC(=O)NC)C=C(C1CC1=CC(=C(C=C1)O)C(C)C)Cl 2-(3,5-dichloro-4-(4-hydroxy-3-isopropylbenzyl)phenoxy)-N-methylacetamide